C1(=CC=CC2=CC=CC=C12)OC(C=C)=O acrylic acid 1-naphthyl ester